carboxymethoxyethyl-N'-carboxymethylethylenediamine C(=O)(O)COCCN(CCN)CC(=O)O